C1=C(NC(=C1)O)C(=O)O The molecule is a pyrrolecarboxylic acid having the carboxy group at the 2-position as well as a hydroxy group at the 5-position. It is a conjugate acid of a 5-hydroxypyrrole-2-carboxylate.